(Z)-2-ferrocenyl-6-hydroxybenzofuran [C-]1(C=CC=C1)C=1OC2=C(C1)C=CC(=C2)O.[CH-]2C=CC=C2.[Fe+2]